C(C1=CC=CC=C1)N(C1=NC=2N(C(=C1)C=1C=NNC1)N=C(C2)C(=O)NC2=CC(=CC=C2)Cl)C 5-(benzyl(methyl)amino)-N-(3-chlorophenyl)-7-(1H-pyrazol-4-yl)pyrazolo[1,5-a]pyrimidine-2-carboxamide